Isooctanon CC(CCCC(C)C)=O